C1(=CC=CC=C1)C(=CC(=O)[O-])C1=CC=CC=C1 3,3-diphenylacrylate